C(\C=C\C)(=O)C/C=C/C(=O)Cl crotonyl-(Crotonoyl) chloride